CC=1C=C(C=CC1)C1=NN=C(O1)S 5-(3-methylphenyl)-2-mercapto-1,3,4-oxadiazole